(6-methoxy-7-methyl-1,2,3,4-tetrahydronaphthalen-1-yl)methylamine COC=1C=C2CCCC(C2=CC1C)CN